ClC=1C=C(C=C(C1OC=1C=C2C(=CC(=NC2=CC1)C1=CC=C(C=C1)Cl)C)Cl)N1N=C(C(NC1=O)=O)C#N 2-(3,5-Dichloro-4-((2-(4-chlorophenyl)-4-methylquinolin-6-yl)oxy)phenyl)-3,5-dioxo-2,3,4,5-tetrahydro-1,2,4-triazine-6-carbonitrile